3,6-dimethylundecane CC(CC)CCC(CCCCC)C